(3-Aminopropionylamino)-N-(4,5-dimethylthiazol-2-yl)benzamide NCCC(=O)NC1=C(C(=O)NC=2SC(=C(N2)C)C)C=CC=C1